(±)-Cis-isopropyl 1-fluoro-3-((6-(5-(hydroxymethyl)-1-methyl-1H-1,2,3-triazol-4-yl)-2-methylpyridin-3-yl)oxy)cyclohexanecarboxylate F[C@]1(C[C@H](CCC1)OC=1C(=NC(=CC1)C=1N=NN(C1CO)C)C)C(=O)OC(C)C |r|